1-methyl-3-octadecylimidazolium acetate C(C)(=O)[O-].CN1C=[N+](C=C1)CCCCCCCCCCCCCCCCCC